CC1=NN(C=C1NC1=NC=C(C(=N1)NCCCN1C(COCCC1)=O)C(F)(F)F)C1CC2CCC(C1)N2C 4-(3-((2-((3-methyl-1-(8-methyl-8-azabicyclo[3.2.1]octan-3-yl)-1H-pyrazol-4-yl)amino)-5-(trifluoromethyl)pyrimidin-4-yl)amino)propyl)-1,4-oxazepan-3-one